[F-].C(CCCCCCCC)[NH+]1CC(CC1)CCCC 1-nonyl-3-butylpyrrolidinium fluoride salt